C1(=CCC(C=C1)=O)C1=CC=CC=C1 4-biphenyl-One